O1C2=C(NCC1C(=O)N1[C@@H](C=3N(CC1)C(=NN3)C3=NC(=NS3)C)C)C=CC=C2 (3,4-Dihydro-2H-benzo[b][1,4]oxazin-2-yl)((R)-8-methyl-3-(3-methyl-1,2,4-thiadiazol-5-yl)-5,6-dihydro-[1,2,4]triazolo[4,3-a]pyrazin-7(8H)-yl)methanone